(S)-(3-(1-amino-1,3-dihydrospiro[indene-2,4'-piperidin]-1'-yl)-6-((cyclopropylmethyl)thio)pyrazin-2-yl)methanol formate salt C(=O)O.N[C@@H]1C2=CC=CC=C2CC12CCN(CC2)C=2C(=NC(=CN2)SCC2CC2)CO